(E)-3-(4-(dimethylamino)phenyl)-1-(3'-fluoro[1,1'-biphenyl]-2-yl)prop-2-en-1-one CN(C1=CC=C(C=C1)/C=C/C(=O)C1=C(C=CC=C1)C1=CC(=CC=C1)F)C